C(N)(O[C@H](C(=O)N1C(CC(C1)(F)F)C#N)C(C)(C)C)=O Tert-butyl-(S)-[2-(2-cyano-4,4-difluoropyrrolidin-1-yl)-2-oxoethyl] carbamate